C(C)(C)(C)OC(=O)N1CC([C@H](CC1)CCO)(F)F |r| (±)-3,3-difluoro-4-(2-hydroxyethyl)piperidine-1-carboxylic acid tert-butyl ester